ClC1=C(C(=O)NC2[C@@H]3CN(C[C@H]23)C(=O)OC(C)(C)C)C=CC(=C1)NC(=O)C=1N(C(=CN1)C=1C(=NN(C1)C1=NC=CC=N1)C(F)(F)F)C tert-butyl (1R,5S,6S)-6-(2-chloro-4-(1-methyl-5-(1-(pyrimidin-2-yl)-3-(trifluoromethyl)-pyrazol-4-yl)-imidazole-2-carboxamido)benzamido)-3-azabicyclo[3.1.0]hexane-3-carboxylate